NC=1C=C(C(=O)OCCCCCCCCCCCCCCCCCC)C=C(C1)N octadecyl 3,5-diaminobenzoate